N-(4-((2-(1,1-difluoroethyl)-6-ethylpyrimidin-4-yl)amino)-5-(5-(2-hydroxypropan-2-yl)pyrazin-2-yl)pyridin-2-yl)acetamide FC(C)(F)C1=NC(=CC(=N1)NC1=CC(=NC=C1C1=NC=C(N=C1)C(C)(C)O)NC(C)=O)CC